1-[6-[5-[(6-Methylpyridazin-3-yl)amino]benzimidazol-1-yl]-2-[(3S)-pyrrolidin-3-yl]oxy-3-pyridinyl]ethanol CC1=CC=C(N=N1)NC1=CC2=C(N(C=N2)C2=CC=C(C(=N2)O[C@@H]2CNCC2)C(C)O)C=C1